5,10,15,20-tetra(4-carboxyphenyl)porphyrin cobalt [Co].C(=O)(O)C1=CC=C(C=C1)C=1C2=CC=C(N2)C(=C2C=CC(C(=C3C=CC(=C(C=4C=CC1N4)C4=CC=C(C=C4)C(=O)O)N3)C3=CC=C(C=C3)C(=O)O)=N2)C2=CC=C(C=C2)C(=O)O